COC1=C(C=C2C=C(N(C2=C1)S(=O)(=O)C1=CC=C(C)C=C1)CNC(OC(C)(C)C)=O)C(=C)C tert-butyl ((6-methoxy-5-(prop-1-en-2-yl)-1-tosyl-1H-indol-2-yl)methyl)carbamate